(6-chloro-2-methoxypyridin-3-yl)acetic acid methyl ester COC(CC=1C(=NC(=CC1)Cl)OC)=O